NCC(C(=O)O)NC(=O)OCC1=CC=CC=C1 3-amino-2-{[(benzyloxy)carbonyl]amino}propanoic acid